COC=1C=C(C(=O)NC2CNCCC2)C=CC1 3-methoxy-N-(piperidin-3-yl)benzamide